C(C1=CC=CC=C1)N1C[C@H]2C(NNC([C@H]2C1)=O)=O (4aR,7aS)-6-benzylhexahydro-1H-pyrrolo[3,4-d]pyridazine-1,4(4aH)-dione